N-[(E)-(1-hydroxy-3H-2,1-benzoxazolin-5-yl)methyleneamino]-N-isobutyl-8-methoxy-quinazolin-4-amine ON1OCC2=C1C=CC(=C2)\C=N\N(C2=NC=NC1=C(C=CC=C21)OC)CC(C)C